phenyl-1,10-bisphenyl-phenanthroline C1(=CC=CC=C1)C=1N(C2=C3N(C=CC=C3C=CC2=CC1)C1=CC=CC=C1)C1=CC=CC=C1